C(C1=CC=CC=C1)OC1=C(C(OC12CCC(CC2)OC2CCN(CC2)CCOCCOCC(=O)OC(C)(C)C)=O)C2=C(C=C(C=C2C)C)C tert-butyl 2-(2-(2-(4-(((5r,8r)-4-(benzyloxy)-3-mesityl-2-oxo-1-oxaspiro[4.5]dec-3-en-8-yl)oxy)piperidin-1-yl)ethoxy)ethoxy)acetate